C1(=CC=CC=C1)/C=C/C=C/C(C)C(=O)[O-] (3E,5E)-6-phenyl-3,5-hexadien-2-yl-carboxylate